3-[[4-[2-[(1-cyclopropyl-5-methyl-6-oxo-pyridazin-3-yl)amino]pyrazolo[1,5-a]pyridin-5-yl]-6-methyl-3-pyridyl]oxy]-2,2-dimethyl-propanenitrile C1(CC1)N1N=C(C=C(C1=O)C)NC1=NN2C(C=C(C=C2)C2=C(C=NC(=C2)C)OCC(C#N)(C)C)=C1